C(C)(C)(C)OC(=O)N1C[C@@H](CCC1)C(=O)NC1=NN(C2=CC=C(C=C12)C1=C(C=CC(=C1)C#N)Cl)C(=O)OC1CCC1 Cyclobutyl 3-({[(3R)-1-(tert-butoxycarbonyl)piperidin-3-yl]carbonyl}amino)-5-(2-chloro-5-cyanophenyl)-1H-indazole-1-carboxylate